FC=1C=C(C=CC1)C1=NC=2N(C(=N1)N[C@@H]1CCC=3NC4=CC=CC=C4C3C1)N=CC2C(C)C (3R)-N-[2-(3-fluorophenyl)-8-isopropyl-pyrazolo[1,5-a][1,3,5]Triazin-4-yl]-2,3,4,9-tetrahydro-1H-carbazol-3-amine